FC(C=1C(=C(C=CC1)[C@@H](C)NC1=C(C(=NC(=N1)OC)C(C(=O)NC1CCOCC1)C)C1OCCO1)F)F 2-(6-(((R)-1-(3-(difluoromethyl)-2-fluorophenyl)ethyl)amino)-5-(1,3-dioxolan-2-yl)-2-methoxypyrimidin-4-yl)-N-(tetrahydro-2H-pyran-4-yl)propionamide